C(C)(C)(C)C=1C=C(C=C(C1O)N1N=C2C(=N1)C=CC(=C2)Cl)CCC(=O)O 3-[3-tert-butyl-5-(5-chloro-2H-benzotriazol-2-yl)-4-hydroxyphenyl]propionic acid